N-(4'-benzoxazol-2-yl-[1,1']biphenyl-4-yl)-N-phenyl-N-{4-(2-phenyl-benzoxazol-6-yl)-phenyl}-amine O1C(=NC2=C1C=CC=C2)C2=CC=C(C=C2)C2=CC=C(C=C2)N(C2=CC=C(C=C2)C2=CC1=C(N=C(O1)C1=CC=CC=C1)C=C2)C2=CC=CC=C2